Cl\C=1\C2=C(N(C(C\C1\C=NO)=O)CC1=CC(=C(C=C1)C)F)C=CC=C2 (E)-5-chloro-1-(3-fluoro-4-methylbenzyl)-2-oxo-2,3-dihydro-1H-benzo[b]azepine-4-Formaldehyde oxime